CC=1C=C(CC=2C(C3=CC=CC=C3C(C2C)=O)=O)C=C(C1)C 2-(3,5-dimethylbenzyl)-3-methylnaphthalene-1,4-dione